2-((6-amino-5-(2-methoxyphenoxy)-2-(p-tolyl)pyrimidin-4-yl)oxy)ethan-1-ol NC1=C(C(=NC(=N1)C1=CC=C(C=C1)C)OCCO)OC1=C(C=CC=C1)OC